2-[2-(aminomethyl)-3,3-difluoro-allyl]-4-[5-(1,3-benzodioxol-5-yl)-3-fluoro-2-pyridyl]-1,2,4-triazol-3-one NCC(CN1N=CN(C1=O)C1=NC=C(C=C1F)C1=CC2=C(OCO2)C=C1)=C(F)F